BrC1=CC2=C(C=N1)C=NN2CC(F)(F)F 6-bromo-1-(2,2,2-trifluoroethyl)-1H-pyrazolo[4,3-c]pyridine